7-(4-(5-(4-(trifluoromethyl)phenyl)pyridin-2-yl)piperazine-1-carbonyl)quinoline FC(C1=CC=C(C=C1)C=1C=CC(=NC1)N1CCN(CC1)C(=O)C1=CC=C2C=CC=NC2=C1)(F)F